3-Bromo-2-fluoro-4-methoxybenzonitrile BrC=1C(=C(C#N)C=CC1OC)F